C(CCCCCCCCCCCCCCCCC)(=O)OC(CO)CO 2-Stearoylglycerol